C(C)(C)(C1=CC=CC=C1)OOC(C)(C)C1=CC=CC=C1 (dicumyl) Peroxide